N1CC(CCC1)NC1=NC=C(C(=N1)C1=CNC(=C1)C1=NC=CC=N1)C(F)(F)F N-(piperidin-3-yl)-4-[5-(pyrimidin-2-yl)-1H-pyrrol-3-yl]-5-(trifluoromethyl)pyrimidin-2-amine